C(C=C)(=O)N1[C@@H](CCC1)C=1N(C(=C(N1)C1=CC=C(C=C1)C(NC1=NC=CC(=C1)C)=O)C(=O)N)N (S)-2-(1-Acryloylpyrrolidin-2-yl)-1-amino-4-(4-((4-methylpyridin-2-yl)carbamoyl)phenyl)-1H-imidazol-5-carboxamid